3-((difluoromethyl)sulfonyl)-N-((2-(6-(6-hydroxy-6-methyl-2-azaspiro[3.3]heptan-2-yl)pyridin-2-yl)-1,6-naphthyridin-7-yl)methyl)benzamide FC(S(=O)(=O)C=1C=C(C(=O)NCC2=NC=C3C=CC(=NC3=C2)C2=NC(=CC=C2)N2CC3(C2)CC(C3)(C)O)C=CC1)F